N-((3S,4S)-3-Fluorotetrahydro-2H-pyran-4-yl)-6-(1H-pyrazol-4-yl)-5-(2,2,2-trifluoroethoxy)-[1,2,4]triazolo[1,5-a]pyrazin-2-amine F[C@@H]1COCC[C@@H]1NC1=NN2C(C=NC(=C2OCC(F)(F)F)C=2C=NNC2)=N1